4-((4-trifluoromethylphenyl)amino)-2-butanone FC(C1=CC=C(C=C1)NCCC(C)=O)(F)F